Cl.Cl.ClC=1C=NN2C1C(=CC(=C2)C=2C=NN(C2)C)C=2C=CC(=NC2)N2CC1NC(C2)C1 3-(5-(3-chloro-6-(1-methyl-1H-pyrazol-4-yl)pyrazolo[1,5-a]pyridin-4-yl)pyridin-2-yl)-3,6-diazabicyclo[3.1.1]heptane dihydrochloride